N-(3-fluorophenyl)-7-(6-morpholinylpyridin-3-yl)quinazolin-4-amine FC=1C=C(C=CC1)NC1=NC=NC2=CC(=CC=C12)C=1C=NC(=CC1)N1CCOCC1